C[C@H]1CC[C@@H](N(C1)C(C(=O)NC=1C=C(C=NC1)C(=O)N)=O)C1=CC(=CC=C1)OC(F)(F)F |r| rac-5-{2-[(2R,5S)-5-Methyl-2-[3-(trifluoromethoxy)phenyl]piperidin-1-yl]-2-oxoacetamido}pyridine-3-carboxamide